4-(4-((4-(4-((1-(tert-butyl)-1H-pyrazol-4-carboxamido)methyl)-3-methylphenyl)pyrimidin-2-yl)amino)-1H-pyrazol-1-yl)cyclohexanecarboxylic acid C(C)(C)(C)N1N=CC(=C1)C(=O)NCC1=C(C=C(C=C1)C1=NC(=NC=C1)NC=1C=NN(C1)C1CCC(CC1)C(=O)O)C